C(C1=CC=CC=C1)[C@](CC(C)C)(C)NC(=O)C1=NC2=C(C(=CC=C2C=C1)F)F N-[(1R)-1-benzyl-1,3-dimethyl-butyl]-7,8-difluoro-quinoline-carboxamide